OCCOC=1C=C(C=CC1)C(C)(C)C1=CC(=CC=C1)OCCO 2,2-bis(3-hydroxyethoxyphenyl)propane